[Al].O Water-aluminium salt